C(CCCCCCCCCCCCCCCCCCCCCCCCCCCCCCC)OC=1C=CC=C(C(=O)O)C1 5-dotriacontanoxybenzoic acid